diethyl({6-[(3R)-3-methylmorpholin-4-yl]-2-{1H-pyrrolo[2,3-b]pyridin-4-yl}pyrimidin-4-yl}imino)-λ6-sulfanone C(C)S(=O)(=NC1=NC(=NC(=C1)N1[C@@H](COCC1)C)C1=C2C(=NC=C1)NC=C2)CC